Cl.C(C)O[C@@H]1C[C@@]2(CC[C@H](C1)N2CC2=C1C=CNC1=C(C=C2OC)C)C2=CC=C(C(=O)O)C=C2 4-((1S,3S,5R)-3-ethoxy-8-((5-methoxy-7-methyl-1H-indol-4-yl)methyl)-8-azabicyclo[3.2.1]octan-1-yl)benzoic acid-hydrochloride